2-(4-hydroxyphenyl)-1-(2,4,6-trihydroxyphenyl)ethan-1-one OC1=CC=C(C=C1)CC(=O)C1=C(C=C(C=C1O)O)O